[Cl-].[Ce+3].[Cl-].[Cl-] cerous chloride